1'-methyl-6-(5-(pyridin-3-yl)-1H-pyrrolo[2,3-b]pyridin-3-yl)spiro[indene-1,4'-piperidin]-3(2H)-one CN1CCC2(CC1)CC(C1=CC=C(C=C12)C1=CNC2=NC=C(C=C21)C=2C=NC=CC2)=O